4-(6-fluoro-3-pyridyl)-6-[1-(4-oxocyclohexyl)pyrazol-4-yl]pyrazolo[1,5-a]pyrazine-3-carbonitrile FC1=CC=C(C=N1)C=1C=2N(C=C(N1)C=1C=NN(C1)C1CCC(CC1)=O)N=CC2C#N